[O-]CCC propoxide